C(C)(=O)C1=NN(C2=CC=C(C=C12)C(=O)[O-])CC(=O)N(C1CC1)CC(=O)NCC1=C(C(=CC=C1)Cl)F 3-acetyl-1-(2-((2-((3-chloro-2-fluorophenylmethyl) amino)-2-oxoethyl) (cyclopropyl) amino)-2-oxoethyl)-1H-indazole-5-carboxylate